BrC=1C(=NC(=NC1)NC1=CC=C2C=NN(C2=C1)C)NC1=C(C=CC=C1)N1SCCC1 (2-((5-bromo-2-((1-methyl-1H-indazol-6-yl)amino)pyrimidin-4-yl)amino)phenyl)isothiazolidine